(2-(dimethylamino)ethyl)-5-(4-nitrophenyl)-2-(4-(trifluoromethyl)phenyl)Azole-4-carboxamide CN(CCC1=C(NC(=C1C(=O)N)C1=CC=C(C=C1)[N+](=O)[O-])C1=CC=C(C=C1)C(F)(F)F)C